8-(4-(3-fluorophenyl)-1H-1,2,3-triazol-1-yl)-7-methoxy-2-phenylhexahydropyrano[3,2-d][1,3]Dioxine-6-carboxamide FC=1C=C(C=CC1)C=1N=NN(C1)C1C(C(OC2C1OC(OC2)C2=CC=CC=C2)C(=O)N)OC